C(=O)O.NC=1N=CC=C2C=C(C=NC12)C=1C=C(C=CC1OC)B(O)O [3-(8-amino-1,7-naphthyridin-3-yl)-4-methoxyphenyl]boronic acid formate